OC1(CCN(CC12CCCC2)C(CCC(F)(F)F)=O)CN2C=C(C(=CC2=O)C2=CC=CC=C2)C(=O)N(C)C 1-((10-hydroxy-7-(4,4,4-trifluorobutanoyl)-7-azaspiro[4.5]decan-10-yl)methyl)-N,N-dimethyl-6-oxo-4-phenyl-1,6-dihydropyridine-3-carboxamide